OC1=C(C=C(C=C1)[N+](=O)[O-])C(=O)C=1C=NC=2N(C1)N=C(C2)C2=CC=C(C=C2)N2CCOCC2 (2-hydroxy-5-nitrophenyl)(2-(4-morpholinylphenyl)pyrazolo[1,5-a]pyrimidin-6-yl)methanone